methyl-5''-[(E)-2-phenylvinyl]dispiro[1,3-dioxolane-2,1'-cyclohexane-4',3''-indol]-2''-one CC1=C2C3(C(NC2=CC=C1\C=C\C1=CC=CC=C1)=O)CCC1(CC3)OCCO1